N-[1-(8-cyano-quinazolin-5-yl)-piperidin-4-ylmethyl]-2-diethylamino-acetamide C(#N)C=1C=CC(=C2C=NC=NC12)N1CCC(CC1)CNC(CN(CC)CC)=O